N-(3-acryloyl-4-methyl-1-oxa-3,8-diazaspiro[4.5]decane-8-carbonyl)-N-methyl-L-valine methyl ester COC([C@@H](N(C)C(=O)N1CCC2(C(N(CO2)C(C=C)=O)C)CC1)C(C)C)=O